FC1(CCC(CC1)COC=1C=CC(=C2C=CC=NC12)CC(C(=O)N)=C)F ([8-{(4,4-Difluorocyclohexyl)methoxy}quinolin-5-yl]methyl)acrylamide